ethyl 2-(2-hydroxypyridin-3-yl)pyrazolo[5,1-b]thiazole-7-carboxylate hydrochloride Cl.OC1=NC=CC=C1C1=CN2C(S1)=C(C=N2)C(=O)OCC